C(C)(C)(C)C1=CC=C(C=C1)NCC(O)C=1NC(NC1)=O 4-[2-(4-tert-Butylphenylamino)-1-hydroxyethyl]-1,3-dihydroimidazol-2-one